C(C=C)(=O)OC(C)F α-fluoroethyl acrylate